(S)-6-(((1-(tert-butyl)-1H-1,2,3-triazol-4-yl)(2-methyl-1-oxo-1,2-dihydroisoquinolin-5-yl)methyl)amino)-8-chloro-4-(neopentylamino)quinoline-3-carbonitrile C(C)(C)(C)N1N=NC(=C1)[C@H](C1=C2C=CN(C(C2=CC=C1)=O)C)NC=1C=C2C(=C(C=NC2=C(C1)Cl)C#N)NCC(C)(C)C